6-((7-Ethyl-6-azaspiro[3.4]octan-6-yl)sulfonyl)-2,3-dihydrobenzo[b]thiophene 1,1-dioxide C(C)C1N(CC2(CCC2)C1)S(=O)(=O)C=1C=CC2=C(S(CC2)(=O)=O)C1